COC(=O)C=1C=C(C2=C(N=C(O2)C)C1)Br 7-Bromo-2-methylbenzo[d]oxazole-5-carboxylic acid methyl ester